FC=1C=C(OC2=CN=C(S2)NC(=O)C2(CCOCC2)C)C=CC1 N-[5-(3-fluorophenoxy)thiazol-2-yl]-4-methyl-tetrahydropyran-4-carboxamide